N-(6-bromo-2-pyridinyl)benzamide Tert-Butyl-[2-Hydroxy-1-(4-nitrobenzyl)ethyl]carbamate C(C)(C)(C)N(C(O)=O)C(CO)CC1=CC=C(C=C1)[N+](=O)[O-].BrC1=CC=CC(=N1)NC(C1=CC=CC=C1)=O